(3s,5s)-3-aminomethyl-5-(2-nitro-phenoxy)-hexanoic acid NC[C@H](CC(=O)O)C[C@H](C)OC1=C(C=CC=C1)[N+](=O)[O-]